NC1=C(CN2CCN(CC2)C2=C(C(N(C3=CC=C(N=C23)Br)C)=O)C#N)C=CC=C1 4-(4-(2-aminobenzyl)piperazin-1-yl)-6-bromo-1-methyl-2-oxo-1,2-dihydro-1,5-naphthyridine-3-carbonitrile